C1(CC1)COC1=NC=C(C=N1)C=O 2-(cyclopropylmethoxy)pyrimidine-5-carbaldehyde